[Nb].[Ni].[Cr].[Mo].[Si] silicon-molybdenum-chromium-nickel-niobium